C[C@@H](C[NH3+])C(=O)[O-] The molecule is an amino acid zwitterion obtained by transder of a proton from the carboxy to the amino group of (S)-3-aminoisobutyric acid; major species at pH 7.3. It is a tautomer of a (S)-3-aminoisobutyric acid.